5-hydroxy-6-((3-isopropyl-4-(4-((4-(3-Methoxyazetidine-1-carbonyl)phenyl)ethynyl)phenyl)-2-oxoimidazolin-1-yl)methyl)pyrimidin-4(3H)-one OC=1C(NC=NC1CN1C(N(C(C1)C1=CC=C(C=C1)C#CC1=CC=C(C=C1)C(=O)N1CC(C1)OC)C(C)C)=O)=O